ClC1=CC=C(C=C1)NC1CCC2=C(C(=NO2)C)C2=C1C=C(C=C2)C=2C=NN(C2)CC N-(4-chlorophenyl)-8-(1-ethyl-1H-pyrazol-4-yl)-1-methyl-5,6-dihydro-4H-benzo[6,7]cyclohepta[1,2-d]isoxazol-6-amine